1,7-bis(α-hydroxyisopropyl)naphthalene OC(C)(C)C1=CC=CC2=CC=C(C=C12)C(C)(C)O